COC1=CC=C(OC2=CC=C(C=C2)C=2N=C(N3C2C=NC=C3)[C@H]3N(CCC3)C(C=C)=O)C=C1 (S)-1-(2-(1-(4-(4-methoxyphenoxy)phenyl)imidazo[1,5-a]pyrazin-3-yl)pyrrolidin-1-yl)prop-2-en-1-one